O1C(NC2=NC=CC=C21)=S oxazolo[4,5-b]pyridine-2-thione